tert-butyl 6-((2-(difluoromethoxy)-6-methylpyridin-3-yl)carbamoyl)-6-(2-isopropylphenyl)-2-azaspiro[3.3]heptane-2-carboxylate FC(OC1=NC(=CC=C1NC(=O)C1(CC2(CN(C2)C(=O)OC(C)(C)C)C1)C1=C(C=CC=C1)C(C)C)C)F